FC(C=1C=C(C=CC1F)C=1C=NN(C1)CC1=CC(=NN1)C)F 4-[3-(Difluoromethyl)-4-fluoro-phenyl]-1-[(3-methyl-1H-pyrazol-5-yl)methyl]pyrazole